NC1=C2C(=NC=N1)N(N=C2C2=CC=C1C=C(NC1=C2)C(=O)NC)C2CC2 6-(4-amino-1-cyclopropyl-pyrazolo[3,4-d]pyrimidin-3-yl)-N-methyl-1H-indole-2-carboxamide